(1S,3S)-1-(2,6-difluoro-4-((1-(3-fluoropropyl)azetidin-3-yl)oxy)phenyl)-6-fluoro-3-methyl-2-(2,2,2-trifluoroethyl)-2,3,4,9-tetrahydro-1H-pyrido[3,4-b]indole FC1=C(C(=CC(=C1)OC1CN(C1)CCCF)F)[C@@H]1N([C@H](CC2=C1NC1=CC=C(C=C21)F)C)CC(F)(F)F